3-[4-[(1S,4S,5R)-5-[[1-cyclopropyl-4-(2,6-dichlorophenyl)-1H-pyrazol-5-yl]methoxy]-2-azabicyclo[2.2.1]heptan-2-yl]-3-fluorophenyl]propanoic acid C1(CC1)N1N=CC(=C1CO[C@H]1[C@@H]2CN([C@H](C1)C2)C2=C(C=C(C=C2)CCC(=O)O)F)C2=C(C=CC=C2Cl)Cl